CC1C(NC=C1C)=O 3,4-dimethyl-1,3-dihydro-2H-pyrrol-2-one